C(#N)C1=C(C=C(C=N1)[N+]1=NC(=C(C(=C1)O)C(NC1=CC=C(C=C1)F)=O)O)S(=O)C 1-(6-cyano-5-(methylsulfinyl)pyridin-3-yl)-4-((4-fluorophenyl)carbamoyl)-3-hydroxypyridazin-1-ium-5-ol